ClC1=CC=C(C2=C1OCCO2)N2CC(NCC2)C 8-Chloro-5-(3-methylpiperazin-1-yl)-2,3-dihydro-1,4-benzodioxine